1,3-dimethyl-3,7-dihydro-1H-purine-2,6-dione CN1C(N(C=2N=CNC2C1=O)C)=O